COC(=O)C1CC(=NN1C1=CC=C(C=C1)OC(F)(F)F)C1=CC=C(C=C1)C 3-(p-methylphenyl)-1-(4-trifluoromethoxyphenyl)-4,5-dihydro-1H-pyrazole-5-carboxylic acid methyl ester